(1R,2R)-3-amino-1-(4-fluorophenyl)-1-(4-(trifluoromethyl)phenyl)propan-2-ol NC[C@@H]([C@H](C1=CC=C(C=C1)C(F)(F)F)C1=CC=C(C=C1)F)O